BrC1=CC(=CC=2CCOC21)O[C@@H]2CC[C@H](CC2)C(F)(F)F 7-Bromo-5-(((trans)-4-(trifluoro-methyl)cyclohexyl)oxy)-2,3-di-hydrobenzofuran